ClC1=C(CN2C(=C(C3=CC(=CC=C23)C(=O)OCC=C)C)C)C=C(C=C1)O[C@@H](C(=O)OC)CC.C(=C)C(C=C)[SiH2]C=C[SiH2]C(C=C)C=C 1,2-bis(divinylmethylsilyl) ethylene (R)-Allyl 1-(2-chloro-5-((1-methoxy-1-oxobutan-2-yl)oxy)benzyl)-2,3-dimethyl-1H-indole-5-carboxylate